C1(=CC=CC=C1)CN 1-phenyl-methanamine